COC1=NC(=NC(=C1C(=O)OC)NC12CC(C1)(C2)N2CCOCC2)C Methyl 4-methoxy-2-methyl-6-((3-morpholinobicyclo[1.1.1]pentan-1-yl)amino)pyrimidine-5-carboxylate